Cl.C(#N)C=1C=NN2C1C(=CC(=C2)C2=CC=C(C=C2)N2CCNCC2)C=2C=CC(=NC2)N2CCC(CC2)(C(=O)NC(C)C)C 1-(5-(3-cyano-6-(4-(piperazin-1-yl)phenyl)pyrazolo[1,5-a]pyridin-4-yl)pyridin-2-yl)-N-isopropyl-4-methylpiperidine-4-carboxamide hydrochloric acid salt